(S,E)-1-((1R,2R,3S,5R)-2-((Z)-7-(ethylamino)-7-oxohept-2-en-1-yl)-3,5-dihydroxycyclopentyl)-5-phenylpent-1-en-3-yl 2-(prop-2-yn-1-yl)pent-4-ynoate C(C#C)C(C(=O)O[C@H](/C=C/[C@@H]1[C@H]([C@H](C[C@H]1O)O)C\C=C/CCCC(=O)NCC)CCC1=CC=CC=C1)CC#C